FC1(CC(C1)CNC(=O)C=1C=NN2C1C=C(C=C2)C2=CNC=1N=C(N=CC12)NC=1C=NC(=CC1)N1CCN(CC1)C)F N-((3,3-difluorocyclobutyl)methyl)-5-(2-((6-(4-methylpiperazin-1-yl)pyridin-3-yl)amino)-7H-pyrrolo[2,3-d]pyrimidin-5-yl)pyrazolo[1,5-a]pyridine-3-carboxamide